1,4-diaminotrifluorotoluene NC1(C(F)(F)F)CC=C(C=C1)N